C1(CC1)CN1C(=CC=2C1=NC(=CC2)C(C)(C2=CC=CC=C2)O)C=2N=C1N(C(=CC(=C1)C=O)OC)C2C [2-[1-(cyclopropylmethyl)-6-(1-hydroxy-1-phenylethyl)pyrrolo[2,3-b]pyridin-2-yl]-5-methoxy-3-methylimidazo[1,2-a]pyridin-7-yl]methanone